P(=O)(O)(O)O.N1=C(C=CC=C1)CN1CCC(CC1)CCN1C(C=2C=C3C(=CC2C12CC2)OCO3)=O 6-[2-[1-(2-picolyl)-4-piperidinyl]ethyl]spiro[[1,3]dioxolo[4,5-f]isoindol-7,1'-cyclopropane]-5-one phosphate